1,2-Dicyanobenzene C(#N)C1=C(C=CC=C1)C#N